2-(furo[3,2-b]pyridin-7-yl)-6,6-dimethyl-4,5,6,7-tetrahydro-8H-3-oxa-1-thia-5a,7-diazaacenaphthylen-8-one O1C=CC2=NC=CC(=C21)C=2SC=1C(NC(N3CCOC2C13)(C)C)=O